FC1=CC=2C=3N(C(=NC2C=C1)N[C@H]1C(NCCCC1)=O)N=C(N3)C3=C(C=CC=C3)F (3R)-3-{[9-fluoro-2-(2-fluorophenyl)[1,2,4]triazolo[1,5-c]quinazolin-5-yl]amino}azepan-2-one